C(#N)C1=C(C=CC(=C1)C(N(C)C)=O)[C@@H]([C@H](C)C=1N(C(C(=C(N1)C(=O)NC=1C=NOC1)O)=O)C)C1=CC=CC=C1 2-((1s,2s)-1-(2-cyano-4-(dimethylcarbamoyl)phenyl)-1-phenylpropan-2-yl)-5-hydroxy-N-(isoxazol-4-yl)-1-methyl-6-oxo-1,6-dihydropyrimidine-4-carboxamide